OC(C(C)C)C1=CC=C(C(=O)OC)C=C1 methyl 4-(1-hydroxy-2-methyl-propyl)benzoate